C1(CCCC1)NC1=NC(=NC=C1CNC1CCN(C2=CC=CC=C12)C(=O)OC(C)(C)C)SC tert-butyl 4-[[4-(cyclopentylamino)-2-methylsulfanyl-pyrimidin-5-yl]methylamino]-3,4-dihydro-2H-quinoline-1-carboxylate